Hexanediol acrylate CCCCCC(O)OC(=O)C=C